hexadecane-4,7,12-triene CCCC=CCC=CCCCC=CCCC